(2S)-2-[9H-fluoren-9-ylmethoxycarbonyl(methyl)amino]-3-(4-iodophenyl)propanoic acid C1=CC=CC=2C3=CC=CC=C3C(C12)COC(=O)N([C@H](C(=O)O)CC1=CC=C(C=C1)I)C